7-chloro-8-fluoro-4-((3S)-3-methyl-3-((tetrahydro-2H-pyran-2-yl)oxy)piperidin-1-yl)pyrido[4,3-d]pyrimidine ClC1=C(C=2N=CN=C(C2C=N1)N1C[C@](CCC1)(OC1OCCCC1)C)F